bis(TMS)-acetylene [Si](C)(C)(C)C#C[Si](C)(C)C